trifluoroethyl tetrafluoroethyl ether FC(C(F)(F)F)OCC(F)(F)F